1-Methyl-2-oxo-N-(4-((4-(piperidin-1-yl)phenyl)amino)-2-(trifluoromethyl)benzyl)piperidine-4-carboxamide CN1C(CC(CC1)C(=O)NCC1=C(C=C(C=C1)NC1=CC=C(C=C1)N1CCCCC1)C(F)(F)F)=O